ClC1=NC(=CC(=C1)[C@H]1N([C@@H](COC1)CO)C(=O)OCC1C2=CC=CC=C2C=2C=CC=CC12)Cl (9H-fluoren-9-yl)methyl (3R,5R)-3-(2,6-dichloropyridin-4-yl)-5-(hydroxymethyl)morpholine-4-carboxylate